ClC1=C(C=C(C(=C1Cl)Cl)Cl)C1=CC=C(C=C1)Cl 2,3,4,4',5-pentachlorobiphenyl